C1(=CC=CC=C1)C=1SSC(N1)=O 3-phenyl-1,2,4-dithiazoline-5-one